5-(2-((2-(1H-1,2,3-triazol-1-yl)ethyl)(((9H-fluoren-9-yl)methoxy)carbonyl)amino)acetamido)-6-chloropicolinic acid N1(N=NC=C1)CCN(CC(=O)NC=1C=CC(=NC1Cl)C(=O)O)C(=O)OCC1C2=CC=CC=C2C=2C=CC=CC12